NC=1N=NC(=CC1N1CCOC(C1)C)C1=C(C=CC=C1)O 4-(3-Amino-6-(2-hydroxyphenyl)pyridazin-4-yl)-6-methylmorpholin